ethyl-oxyl-aluminum C(C)[Al]O